1-[5-ethylsulfonyl-6-[5-[N-methyl-S-(trifluoromethyl)sulfonimidoyl]-1,3-benzoxazol-2-yl]-3-pyridyl]cyclopropane-carbonitrile C(C)S(=O)(=O)C=1C=C(C=NC1C=1OC2=C(N1)C=C(C=C2)S(=O)(=NC)C(F)(F)F)C2(CC2)C#N